(E)-4-hydroxy-N-(4-((E)-3-(4-hydroxy-3-methoxyphenyl)acrylamido)butyl)-2-methylbut-2-enamide OC/C=C(/C(=O)NCCCCNC(\C=C\C1=CC(=C(C=C1)O)OC)=O)\C